ClC=1C=C(C=C(C1)C(F)(F)F)NC(=O)N1[C@@H]2CC[C@H]1CC=1C(=NC=CC12)F (5R,8S)-N-(3-chloro-5-(trifluoromethyl)phenyl)-1-fluoro-6,7,8,9-tetrahydro-5H-5,8-epiminocyclohepta[c]pyridine-10-carboxamide